methacryl-phosphate C(=O)(C(=C)C)OP(=O)([O-])[O-]